4-bromo-8-((2-fluorophenyl)amino)-2-(2-hydroxyethoxy)-5,7-dimethyl-3,4-dihydro-2,7-naphthyridine-1,6(2H,7H)-dione BrC1CN(C(C2=C(N(C(C(=C12)C)=O)C)NC1=C(C=CC=C1)F)=O)OCCO